The molecule is the (S)-(-) (more active) enantiomer of timolol. A beta-adrenergic antagonist, both the hemihydrate and the maleate salt are used in the mangement of glaucoma, hypertension, angina pectoris and myocardial infarction, and for the prevention of migraine. It has a role as an antiglaucoma drug, an antihypertensive agent, an anti-arrhythmia drug and a beta-adrenergic antagonist. It is an enantiomer of a (R)-timolol. CC(C)(C)NC[C@@H](COC1=NSN=C1N2CCOCC2)O